2-(2-Methyl-1,3-thiazol-4-yl)-1-[5-(pyridine-2-sulfonyl)-1H,2H,3H,4H,5H,6H-pyrrolo[3,4-c]pyrrol-2-yl]ethan-1-one CC=1SC=C(N1)CC(=O)N1CC=2CN(CC2C1)S(=O)(=O)C1=NC=CC=C1